CO[C@H]1CN(CC1)C(=O)N1CC2=C(C=C(C=C2CC1)C=1C=C2C(=NC1)NC=C2C)[C@H]2NCCC2 ((R)-3-methoxypyrrolidin-1-yl)(6-(3-methyl-1H-pyrrolo[2,3-b]pyridin-5-yl)-8-((S)-pyrrolidin-2-yl)-3,4-dihydroisoquinolin-2(1H)-yl)methanone